The molecule is a trialkyl phosphate that is the trimethyl ester of phosphoric acid. It has a role as an insect attractant. COP(=O)(OC)OC